CC(=CCCC(C)(C=C)C1=C(C2=C(C=C(C=C2O)O)C(=O)C1=O)O)C The molecule is a hydroxy-1,4-naphthoquinone that is flaviolin in which the hydrogen at position 3 is replaced by a linalyl group. It has a role as a bacterial xenobiotic metabolite. It is a member of phenols and a hydroxy-1,4-naphthoquinone. It derives from a flaviolin. It is a conjugate acid of a 3-linalylflaviolin-2-olate.